C12CC(CC(CC1)N2)NC(=O)C2=CC=1N(N(C2=O)C(C)C)C=CC1 [N-(8-azabicyclo[3.2.1]oct-3-yl)]-1-isopropyl-2-oxo-1,2-dihydro-pyrrolo[1,2-b]pyridazine-3-carboxamide